ClC1=NC(=NC(=C1C)N1CCC(CC1)OC=1C=NC(=CC1)OC)C(=O)NC1CC2=CC=CC=C2CC1 4-chloro-6-(4-((6-methoxypyridin-3-yl)oxy)piperidin-1-yl)-5-methyl-N-(1,2,3,4-tetrahydronaphthalen-2-yl)pyrimidine-2-carboxamide